3-(6-fluoro-5-((4-((4'-fluoro-5,5-dimethyl-3,4,5,6-tetrahydro-[1,1'-biphenyl]-2-yl)methyl)piperazin-1-yl)methyl)-1-oxoisoindolin-2-yl)piperidine-2,6-dione FC1=C(C=C2CN(C(C2=C1)=O)C1C(NC(CC1)=O)=O)CN1CCN(CC1)CC1=C(CC(CC1)(C)C)C1=CC=C(C=C1)F